FC(CC(=S)NC(C(C1=NC=CC(=C1)C(F)(F)F)C1=CC(=CC=C1)F)=O)F N-((2,2-difluoroethyl)carbothioyl)-2-(3-fluorophenyl)-2-(4-(trifluoromethyl)pyridin-2-yl)acetamide